4-(4-(3-(4-methoxybenzyl)-2,4-dioxotetrahydropyrimidin-1(2H)-yl)isoquinolin-8-yl)piperidine-1-carboxylic acid tert-butyl ester C(C)(C)(C)OC(=O)N1CCC(CC1)C=1C=CC=C2C(=CN=CC12)N1C(N(C(CC1)=O)CC1=CC=C(C=C1)OC)=O